(S)-5-bromo-N-(5-methoxy-1,2,3,4-tetrahydronaphthalen-2-yl)pyridin-2-amine BrC=1C=CC(=NC1)N[C@@H]1CC2=CC=CC(=C2CC1)OC